6-bromo-5-(bromomethyl)-1-(2,6-difluorobenzyl)-3-(6-methoxypyridazin-3-yl)thieno[2,3-d]pyrimidine-2,4(1H,3H)-dione BrC1=C(C2=C(N(C(N(C2=O)C=2N=NC(=CC2)OC)=O)CC2=C(C=CC=C2F)F)S1)CBr